COC1=C(C=C(C=N1)C=1C=NCCC1)C=C 6'-methoxy-5'-vinyl-5,6-dihydro-[3,3'-bipyridine]